C(CCCCCCCCC\C=C\CCCCCC)(=O)OCC(O)CO glycerol monovaccenate